2-amino-N-[(3R)-7-(2-tert-butyltetrazol-5-yl)-5-[(4-chlorophenyl)methyl]-8-fluoro-1,1,4-trioxo-2,3-dihydro-1lambda6,5-benzothiazepin-3-yl]acetamide NCC(=O)N[C@H]1CS(C2=C(N(C1=O)CC1=CC=C(C=C1)Cl)C=C(C(=C2)F)C=2N=NN(N2)C(C)(C)C)(=O)=O